(2-methyl-2,3-dihydro-1H-perimidin-2-yl)methyl 5-((3aR,4R,6aS)-2-oxohexahydro-1H-thieno[3,4-d]imidazol-4-yl)pentanoate O=C1N[C@@H]2[C@H](N1)CS[C@@H]2CCCCC(=O)OCC2(NC=1C=CC=C3C=CC=C(N2)C13)C